(6Z)-6-Methoxyimino-5,5-dimethyl-8-(4-piperidylmethyl)benzo[h]Quinazoline CO\N=C/1\C(C=2C=NC=NC2C2=C1C=C(C=C2)CC2CCNCC2)(C)C